The molecule is a long-chain cyclopropenyl fatty acid comprising 8-heptadecenoic acid having a cyclopropene ring arising from the linking of C-8 and C-9 by a methylene substituent. It is a cyclopropenyl fatty acid, a long-chain fatty acid and a monounsaturated fatty acid. CCCCCCCCC1=C(C1)CCCCCCC(=O)O